N-(5-(4-chloro-3-methoxybenzoyl)-5,6-dihydro-4H-pyrrolo[3,4-d]thiazol-2-yl)-4-(5-cyano-2-methoxyphenyl)-6-methyl-nicotinamide ClC1=C(C=C(C(=O)N2CC=3N=C(SC3C2)NC(C2=CN=C(C=C2C2=C(C=CC(=C2)C#N)OC)C)=O)C=C1)OC